CS(=O)(=O)OC1=NC(=CC2=C1CNC2=O)N(C)C2CCCC2 (6-(cyclopentyl (methyl) amino)-1-oxo-2,3-dihydro-1H-pyrrolo[3,4-c]pyridin-4-yl) methylsulfonate